BrC=1C=C(C=C(C1)OC)CNCC(OC)OC N-[(3-bromo-5-methoxy-phenyl)methyl]-2,2-dimethoxy-ethylamine